3-amino-6-{8-[(2-cyano-2-methylideneethyl)amino]-7-methoxynaphthalen-2-yl}-N-{8-methyl-8-azabicyclo[3.2.1]octan-3-yl}pyridine-2-carboxamide NC=1C(=NC(=CC1)C1=CC2=C(C(=CC=C2C=C1)OC)NCC(=C)C#N)C(=O)NC1CC2CCC(C1)N2C